1-(6-((3-hydroxypropyl)amino)pyridin-3-yl)-4-oxo-1,4-dihydroquinoline-3-carboxylic acid ethyl ester C(C)OC(=O)C1=CN(C2=CC=CC=C2C1=O)C=1C=NC(=CC1)NCCCO